FC=1C=C(C=CC1OC)C1=CN=C2N1C=CN=C2NC2=CC(=C(C(=O)NCC1(CNCC1)O)C=C2)C 4-[[3-(3-fluoro-4-methoxyphenyl)imidazo[1,2-a]pyrazin-8-yl]amino]-N-[(3-hydroxypyrrolidin-3-yl)methyl]-2-methylbenzamide